2-amino-3-((3-((3R,5R)-5-(4-fluorophenyl)tetrahydro-furan-3-yl)-1,2,4-oxadiazol-5-yl)methyl)pyrido[2,3-d]pyrimidin-4(3H)-one NC=1N(C(C2=C(N1)N=CC=C2)=O)CC2=NC(=NO2)[C@@H]2CO[C@H](C2)C2=CC=C(C=C2)F